2-[(6-{6-[(4-cyano-2-fluorophenyl)methoxy]pyridin-2-yl}-3-azabicyclo[4.1.0]heptan-3-yl)methyl]-3-[(2S)-oxetan-2-ylmethyl]-1,3-benzodiazole-5-carboxylic acid C(#N)C1=CC(=C(C=C1)COC1=CC=CC(=N1)C12CCN(CC2C1)CC=1N(C2=C(N1)C=CC(=C2)C(=O)O)C[C@H]2OCC2)F